triethyl-silylium tetrakis(3,5-bis(trifluoromethyl)phenyl)borate FC(C=1C=C(C=C(C1)C(F)(F)F)[B-](C1=CC(=CC(=C1)C(F)(F)F)C(F)(F)F)(C1=CC(=CC(=C1)C(F)(F)F)C(F)(F)F)C1=CC(=CC(=C1)C(F)(F)F)C(F)(F)F)(F)F.C(C)[Si+](CC)CC